N-[4-(4-nitrophenoxy)phenyl]-7H-pyrrolo[2,3-d]pyrimidin-4-amine [N+](=O)([O-])C1=CC=C(OC2=CC=C(C=C2)NC=2C3=C(N=CN2)NC=C3)C=C1